N1([C@@H](CCC1)C(=O)OC)C(=O)[O-] 2-methyl (2S)-pyrrolidine-1,2-dicarboxylate